CSC=1N(C(=C(N1)C1=CC(=CC=C1)[N+](=O)[O-])C1=CC(=NC=C1)NC(C)=O)COCC[Si](C)(C)C N-(4-(2-(Methylthio)-4-(3-nitrophenyl)-1-((2-(trimethylsilyl)ethoxy)methyl)-1H-imidazol-5-yl)pyridin-2-yl)acetamide